(-)-4-(4-{[2-(1,3-Dimethyl-1H-pyrazol-4-yl)pyrrolidin-1-yl]methyl}-2-fluorophenoxy)benzamid CN1N=C(C(=C1)C1N(CCC1)CC1=CC(=C(OC2=CC=C(C(=O)N)C=C2)C=C1)F)C